4-chloro-6-fluoro-7-(5-methyl-1H-indazol-4-yl)-1-(2-isopropyl-4-methylpyridin-3-yl)-3-nitro-1,8-naphthyridin-2(1H)-one ClC1=C(C(N(C2=NC(=C(C=C12)F)C1=C2C=NNC2=CC=C1C)C=1C(=NC=CC1C)C(C)C)=O)[N+](=O)[O-]